1-[4-(3-{5-[(R)-(1,3-Dimethyl-azetidin-3-yl)-hydroxy-(4-propyl-phenyl)-methyl]-pyridin-3-yl}-[1,2,4]oxadiazol-5-yl)-piperidin-1-yl]-ethanone CN1CC(C1)(C)[C@@](C=1C=C(C=NC1)C1=NOC(=N1)C1CCN(CC1)C(C)=O)(C1=CC=C(C=C1)CCC)O